FC1(CN(C[C@H]1O)C(=O)OC(C)(C)C)F tert-butyl (R)-3,3-difluoro-4-hydroxypyrrolidine-1-carboxylate